N-((1r,3r)-3-(3-chloro-4-cyanophenoxy)-2,2,4,4-tetramethylcyclobutyl)-4-(piperazin-1-yl)benzamide ClC=1C=C(OC2C(C(C2(C)C)NC(C2=CC=C(C=C2)N2CCNCC2)=O)(C)C)C=CC1C#N